ClC1=C(C=C(C=C1)F)C1(N(C(C=2C3=C(C=C(C12)NC(C1=CC(=CC(=C1)C(F)(F)F)F)=O)C=CC=C3)=O)CC3=CC=C(C=C3)OC)O N-(3-(2-chloro-5-fluorophenyl)-3-hydroxy-2-(4-methoxybenzyl)-1-oxo-2,3-dihydro-1H-benzo[e]isoindol-4-yl)-3-fluoro-5-(trifluoromethyl)benzamide